S1C=NC2=C1C=C(C=C2)S(=O)(=O)Cl 1,3-benzothiazole-6-sulfonyl chloride